ClC1=NC(=NC(=N1)Cl)N(C1=CC=CC=C1)C1=NC(=NC(=N1)Cl)Cl 4,6-dichloro-N-(4,6-dichloro-1,3,5-triazin-2-yl)-N-phenyl-1,3,5-triazin-2-amine